COC1C2C3CCC(C3C1CC2)C=O 6-Methoxyhexahydro-4,7-methyleneindan-1-carbaldehyde